CS(=O)(=O)CCN1C=NC2=C(C1=O)C=C(N=C2C=2C=NC=CC2)C2=CC=C(C=C2)N2CCOCC2 3-(2-(Methylsulfonyl)ethyl)-6-(4-morpholinophenyl)-8-(pyridin-3-yl)pyrido[3,4-d]pyrimidin-4(3H)-one